FC1=CC=C(C[C@@H](N)C(=O)O)C=C1 4-Fluoro-D-phenylalanine